(12aR)-9-bromo-10-chloro-8-(hydroxymethyl)-3,4,12,12a-tetrahydro-6H-pyrazino[2,1-c][1,4]benzoxazepine-2(1H)-carboxylic acid tert-butyl ester C(C)(C)(C)OC(=O)N1C[C@@H]2COC3=C(CN2CC1)C=C(C(=C3Cl)Br)CO